ClC=1C=C(C=CC1)C(C(CC(=O)O)(C1=CC=CC=C1)O)(C)C 4-(3-Chlorophenyl)-3-hydroxy-4-methyl-3-phenylpentanoic acid